heptadecan-9-yl 8-((4-hydroxybutyl)amino)octanoate Heptadecan-9-yl-8-((4-hydroxybutyl)amino)octanoate CCCCCCCCC(CCCCCCCC)OC(CCCCCCCNCCCCO)=O.OCCCCNCCCCCCCC(=O)OC(CCCCCCCC)CCCCCCCC